C1(CCCCCC1)[C@@H](C(=O)NC=1C=C2CC(CC2=CC1)(C(NC)=O)N1C(N[C@@H](C1)C(C)C)=O)NC(=O)C1=CC=NN1C N-((1S)-1-cycloheptyl-2-((2-((R)-4-isopropyl-2-oxoimidazolidin-1-yl)-2-(methylcarbamoyl)-2,3-dihydro-1H-inden-5-yl)amino)-2-oxoethyl)-1-methyl-1H-pyrazole-5-carboxamide